ClC1=CC=C(C=C1)[C@@H]1[C@H](CNCC1)C1=C(SC2=C1C=1N(CCO2)N=CC1)C(=O)N ((3S,4S)-4-(4-chlorophenyl)piperidin-3-yl)-5,6-dihydropyrazolo[1,5-d]thieno[3,2-f][1,4]oxazepin-2-carboxamide